2,2-Dimethyl-chroman CC1(OC2=CC=CC=C2CC1)C